[N+](=O)([O-])C1=C(C=C(C=C1)C(F)(F)F)CCCC(=O)O 4-[2-nitro-5-(trifluoromethyl)phenyl]Butyric acid